3-(3-((4-(4-((4-((3-(methylsulfonyl)benzyl)amino)-5-(trifluoromethyl)pyrimidin-2-yl)amino)phenyl)piperidin-1-yl)methyl)phenyl)piperidine-2,6-dione CS(=O)(=O)C=1C=C(CNC2=NC(=NC=C2C(F)(F)F)NC2=CC=C(C=C2)C2CCN(CC2)CC=2C=C(C=CC2)C2C(NC(CC2)=O)=O)C=CC1